1,3-dimethyl-N-{2-[(2R)-1-methylpiperidin-2-yl]-1-{[2-(trimethylsilyl)ethoxy]methyl}pyrrolo[3,2-c]pyridin-6-yl}-4-oxophthalazine-6-carboxamide CC1=NN(C(C2=CC(=CC=C12)C(=O)NC1=CC2=C(C=N1)C=C(N2COCC[Si](C)(C)C)[C@@H]2N(CCCC2)C)=O)C